Cl.FC1=C(C=CC2=CN(N=C12)C(C(=O)NC=1SC=CN1)C1=CC=CC=C1)C=1C=NC(=CC1)N1CCNCC1 2-[7-fluoro-6-(6-piperazin-1-yl-3-pyridinyl)indazol-2-yl]-2-phenyl-N-thiazol-2-yl-acetamide hydrochloride